FC1(CC(C1)NC1=NC(=NC(=N1)NC1CC(C1)(F)F)C1=NC(=CN=C1)C(F)F)F N2,N4-bis(3,3-difluorocyclobutyl)-6-(6-(difluoromethyl)pyrazin-2-yl)-1,3,5-triazine-2,4-diamine